C(C1=CC=CC=C1)NC=1N(C2=C(N(S(C(C2=O)C2=CC=C(C=C2)Cl)(=O)=O)CC)N1)C 6-(benzylamino)-3-(4-chlorophenyl)-1-ethyl-5-Methyl-3,5-dihydroimidazo[4,5-c][1,2]thiazin-4(1H)-one 2,2-dioxide